ClC1=NC=C(C(=C1)N1CC(C1)CC(=O)N1CC2=C3CCCC3=NC(=C2C1)C(F)F)OC 2-[1-(2-Chloro-5-methoxy-pyridin-4-yl)-azetidin-3-yl]-1-(4-difluoromethyl-3,6,7,8-tetrahydro-1H-2,5-diaza-as-indacen-2-yl)-ethanone